C(C1=CC=CC=C1)OC1=C(C(=O)O)C=CC(=C1)N(C(=O)[C@@H]1N(CC1)S(=O)(=O)C1=C(C(=C(C(=C1F)F)F)F)F)CC1=CC=C(C=C1)C1CCOCC1 (R)-2-(benzyloxy)-4-(1-((perfluorophenyl)sulfonyl)-N-(4-(tetrahydro-2H-pyran-4-yl)benzyl)azetidine-2-carboxamido)benzoic acid